N[C@@H](CC(=O)O)C(=O)O.N[C@@H](CCCN)C(=O)O L-ornithine-L-aspartic acid salt